(1r,2s,4r)-2-fluoro-N1,N1-dimethylcyclohexane-1,4-diamine F[C@@H]1[C@@H](CC[C@H](C1)N)N(C)C